Tert-butyl 6-(4-chloro-2-(trimethylsilyl)-1H-pyrrolo[2,3-b]pyridin-3-yl)indoline-1-carboxylate ClC1=C2C(=NC=C1)NC(=C2C2=CC=C1CCN(C1=C2)C(=O)OC(C)(C)C)[Si](C)(C)C